(14S)-8-bromo-12,12-dimethyl-2lambda6-thia-3,9,11,18,23-pentaazatetracyclo[17.3.1.111,14.05,10]Tetracos-1(23),5,7,9,19,21-hexaen-2,2,4-trione BrC1=CC=C2C(NS(C=3C=CC=C(NCCC[C@H]4CC(N(C2=N1)C4)(C)C)N3)(=O)=O)=O